7-hydroxy-3,4-dihydroisoquinoline-2(1H)-carboxylate OC1=CC=C2CCN(CC2=C1)C(=O)[O-]